3-iodo-1-((2-(trimethylsilyl)ethoxy)methyl)-1H-pyrazol IC1=NN(C=C1)COCC[Si](C)(C)C